CNC(=O)C1(CC2=CC=C(C=C2C1)[N+](=O)[O-])N1CC2(CC2)CNC1=O N-methyl-5-nitro-2-(6-oxo-5,7-diazaspiro[2.5]oct-5-yl)-2,3-dihydro-1H-indene-2-carboxamide